NC1=CC=C2C(=NN(C2=C1)C)C#N 6-amino-1-methyl-1H-indazole-3-carbonitrile